NCCN(C(OC(C)(C)C)=O)CC1=CC=C(C=C1)C=1C=NC=CC1 tert-Butyl (2-aminoethyl)(4-(pyridin-3-yl)benzyl)carbamate